3-(3-fluoro-2-methoxyanilino)-2-[3-(3-methoxy-3-methylbutoxy)pyridin-4-yl]-1,5,6,7-tetrahydro-4H-pyrrolo[3,2-c]pyridin-4-one FC=1C(=C(NC2=C(NC3=C2C(NCC3)=O)C3=C(C=NC=C3)OCCC(C)(C)OC)C=CC1)OC